C(C#C)OC1=CC=C(C=O)C=C1 4-(propargyloxy)benzaldehyde